2-(3-oxazolidinyl)ethylmethacrylat O1CN(CC1)CCOC(C(=C)C)=O